(R)-4-(7-fluoroimidazo[1,2-a]pyridin-3-yl)-7-((5-(tetrahydrofuran-3-yl)-6-(((2,2,2-trifluoroethyl)amino)methyl)pyridin-2-yl)amino)isoindolin-1-one FC1=CC=2N(C=C1)C(=CN2)C2=C1CNC(C1=C(C=C2)NC2=NC(=C(C=C2)[C@@H]2COCC2)CNCC(F)(F)F)=O